2-(1-(4-chloro-5-methylpyridin-2-yl)-1H-pyrazol-4-yl)-N-(5-cyclopropyl-1H-pyrazol-3-yl)acetamide ClC1=CC(=NC=C1C)N1N=CC(=C1)CC(=O)NC1=NNC(=C1)C1CC1